ClC1=C(C(C(=O)NC2=CC=CC=C2OC2=CC=CC=C2)=CC(=C1)Cl)O 3,5-Dichloro-6'-phenoxy-salicylanilide